Cl.Cl.Cl.NC1(CCN(CC1)C1=NC2=CC=C(C=C2C(=N1)NC1=NNC(=C1F)C1CC1)C1CCNCC1)C 2-(4-amino-4-methylpiperidin-1-yl)-N-(5-cyclopropyl-4-fluoro-1H-pyrazol-3-yl)-6-(piperidin-4-yl)quinazolin-4-amine, trihydrochloride